COC1=C(C=C(C#N)C=C1)[C@]1(C[C@@H]2[C@H](N(OC2(C)C)C)[C@H](C1)C)C |r| rac-4-methoxy-3-((3aR,5R,7S,7aR)-1,3,3,5,7-pentamethyloctahydrobenzo[c]isoxazol-5-yl)benzonitrile